1-(2-acetylaminoethyl)-8-(6-((3-(2-oxo-1-pyrrolidinyl)propyl)amino)-3-pyridinyl)-3-propylxanthine C(C)(=O)NCCN1C(=O)N(C=2N=C(NC2C1=O)C=1C=NC(=CC1)NCCCN1C(CCC1)=O)CCC